CN1N=C(C(=C1)N1C(C2=CC=CC=C2CC1)=O)C(F)(F)F (1-methyl-3-(trifluoromethyl)-1H-pyrazol-4-yl)-3,4-dihydroisoquinolin-1(2H)-one